[Na].CC(C)C=1C=C(C=C(C1)C(C)C)CC(=O)NS(N(C1CN(CCC1)C)C1=C(C(=NO1)C)C)(=O)=O [3,5-bis(propan-2-yl)phenyl]-N-[(3,4-dimethyl-1,2-oxazol-5-yl)(1-methylpiperidin-3-yl)sulfamoyl]acetamide sodium salt